FC1=C(C=CC(=C1)F)CON1N=C(C=C1)C1CC(N(CC1)CC1=NC2=C(N1CC1=CN=CN1CC)C=C(C=C2)C(=O)OC)C methyl 2-[(4-{1-[(2,4-difluorophenyl)methoxy]-1H-pyrazol-3-yl}-2-methylpiperidin-1-yl)methyl]-1-[(1-ethyl-1H-imidazol-5-yl)methyl]-1H-benzimidazole-6-carboxylate